(S)-2-Amino-4-((1-(4-fluorophenyl)-2-hydroxyethyl)amino)pyrimidine-5-carbohydrazide NC1=NC=C(C(=N1)N[C@H](CO)C1=CC=C(C=C1)F)C(=O)NN